FC(F)(F)C(=O)O.FC(F)(F)C(=O)O.CN1CC2(C1)CNC2 2-methyl-2,6-diazaspiro[3.3]heptane bis(trifluoromethyl formate)